1-(4-Chlorophenyl)-2-(3,4-dimethoxybenzyl)-2,11-dihydroimidazo[1',5':1,2]pyrido[3,4-b]indol-4-ium chloride [Cl-].ClC1=CC=C(C=C1)C=1N(C=[N+]2C1C=1NC3=CC=CC=C3C1C=C2)CC2=CC(=C(C=C2)OC)OC